C(C1=CC=CC=C1)OCC=1N(C(N(N1)C=1C=C2C(C(OC(C2=CC1F)=O)O)C(C)C)=O)CC ((benzyloxy)methyl)-4-ethyl-2-(7-fluoro-3-hydroxy-4-isopropyl-1-oxoisochroman-6-yl)-2,4-dihydro-3H-1,2,4-triazol-3-one